O[Si](C1=CC=C(C=C1)C1=CC=C(C=C1)C=C)(O)O trihydroxy(4'-vinyl-[1,1'-biphenyl]-4-yl)silane